OC1=C(C=CC(=C1)C)C1=C(C=C(C=C1O)C)O 2-(2-Hydroxy-4-methylphenyl)-5-methylbenzene-1,3-diol